C[Si](CCCN)O[Si](C)(C)C (3-aminopropyl)-tetramethyldisiloxane